NC1=C(C(NC2=C(C=CC=C12)C1=CC(=CC=C1)OCC1=NC=CC=C1)=O)C(=O)NCCC 4-amino-2-oxo-N-propyl-8-[3-(2-pyridylmethoxy)phenyl]-1H-quinoline-3-carboxamide